methyl-(butoxymethyl)aminoethanol Carbon [C].CC(C)(O)NCOCCCC